(6-(4-(isopropylamino)-6-(2-(trifluoromethyl)pyridin-4-ylamino)-1,3,5-triazin-2-yl)pyridin-2-yl)acetamide C(C)(C)NC1=NC(=NC(=N1)NC1=CC(=NC=C1)C(F)(F)F)C1=CC=CC(=N1)CC(=O)N